OCC(CCC=C(C(=O)N)C)(CO)CO 4-hydroxy-3,3-bis(hydroxymethyl)butylmethacrylamide